4-chloro-2-((3,5-dichloro-phenylimino)meth-yl)phenyl isobutyrate C(C(C)C)(=O)OC1=C(C=C(C=C1)Cl)C=NC1=CC(=CC(=C1)Cl)Cl